N1CC(C1)OC1=CC=C(C=C1)C1=CC=C2C(=N1)SC(=N2)NC(C2=CN=C(C=C2C2=C(C=CC(=C2)C#N)OC)C)=O N-(5-(4-(azetidin-3-yloxy)phenyl)thiazolo[5,4-b]pyridin-2-yl)-4-(5-cyano-2-methoxyphenyl)-6-methylnicotinamide